CC=1C2=C(C(=NC1)C1=CC=C(C(=O)O)C=C1)C=CN2COCC[Si](C)(C)C.OC2=C(C(=CC(=C2)C)C)C2=CN=C(N=N2)N[C@H]2CN(CCC2)CC(=O)N (R)-2-(3-((6-(2-hydroxy-4,6-dimethylphenyl)-1,2,4-triazin-3-yl)amino)piperidin-1-yl)acetamide 4-(7-methyl-1-{[2-(trimethylsilyl)ethoxy]methyl}-1H-pyrrolo[3,2-c]pyridin-4-yl)benzoate